CC(=CCCP(=O)(Cl)Cl)C (4-methylpent-3-en-1-yl)phosphonic dichloride